methyl-cyclohexene-1,2-dicarboxylic acid CC1C(=C(CCC1)C(=O)O)C(=O)O